C(C)C1=C(NC(=C1C(=O)N)C1=CC(=C(C(=C1)O)O)O)C1=CC=C(C=C1)C(F)(F)F Ethyl-2-(4-(trifluoromethyl)phenyl)-5-(3,4,5-trihydroxyphenyl)Azole-4-carboxamide